BrCCOC1=CC=C(OC=2C3=C(SC2C2=C(C=C(C=C2)F)C(C)(F)F)C=CC=C3)C=C1 3-(4-(2-Bromoethoxy)phenoxy)-2-(2-(1,1-difluoroethyl)-4-fluorophenyl)benzo[b]Thiophene